fluoro-N-(4-hydroxy-3-((3-hydroxypropyl)sulfonamido)phenyl)-[1,1'-biphenyl]-4-carboxamide FC1=C(C=CC(=C1)C(=O)NC1=CC(=C(C=C1)O)NS(=O)(=O)CCCO)C1=CC=CC=C1